tri-normal octyl-aluminum C(CCCCCCC)[Al](CCCCCCCC)CCCCCCCC